C=1(C(=CC=CC1)C)C.[Br] bromine ortho-xylene